methyl 4-[(2S)-3-benzyloxy-2-(p-tolylsulfonyloxy)propoxy]-3-nitro-thiophene-2-carboxylate C(C1=CC=CC=C1)OC[C@@H](COC=1C(=C(SC1)C(=O)OC)[N+](=O)[O-])OS(=O)(=O)C1=CC=C(C=C1)C